FC=1C=C(CO[C@@H](C(=O)N[C@@H](C)C2=CC=C(C(=O)O)C=C2)C(C)C)C=CC1F 4-((S)-1-((R)-2-((3,4-difluorobenzyl)oxy)-3-methylbutanoylamino)ethyl)benzoic acid